3,3'-thiobispropanoic acid S(CCC(=O)O)CCC(=O)O